tert-butyl N-(4-(3-amino-6-(2-hydroxyphenyl)pyridazin-4-yl)benzyl)-N-methylglycinate NC=1N=NC(=CC1C1=CC=C(CN(CC(=O)OC(C)(C)C)C)C=C1)C1=C(C=CC=C1)O